FCCOC=1N(C=C(C1)S(=O)(=O)C(F)(F)F)COCC[Si](C)(C)C 2-(2-Fluoroethoxy)-4-trifluoromethanesulfonyl-1-((2-(trimethylsilyl)ethoxy)methyl)-1H-pyrrole